Bis((9H-fluoren-9-yl) methyl) (4-((14S,17S)-1-azido-14-isopropyl-17-methyl-12,15-dioxo-3,6,9-trioxa-13,16-diazaoctadeca-18-amido) benzyl) phosphate P(=O)(OCC1C2=CC=CC=C2C=2C=CC=CC12)(OCC1C2=CC=CC=C2C=2C=CC=CC12)OCC1=CC=C(C=C1)NC([C@@H](NC([C@@H](NC(CCOCCOCCOCCN=[N+]=[N-])=O)C(C)C)=O)C)=O